C(C)OC=1C(=CC=2CCCCC2C1)C#N 3-ethoxy-5,6,7,8-tetrahydronaphthalene-2-carbonitrile